N-(5-((5-(dimethylphosphoryl)pyridin-2-yl)ethynyl)-8-(methylamino)-2,7-naphthyridin-3-yl)cyclopropanecarboxamide CP(=O)(C)C=1C=CC(=NC1)C#CC1=C2C=C(N=CC2=C(N=C1)NC)NC(=O)C1CC1